N-(1-cyclopropylpyrazol-4-yl)-4-methoxy-5-(2-methyl-1-(tetrahydrofuran-3-ylmethyl)-1H-imidazo[4,5-b]pyridin-6-yl)pyrrolo[2,1-f][1,2,4]triazin-2-amine C1(CC1)N1N=CC(=C1)NC1=NN2C(C(=N1)OC)=C(C=C2)C=2C=C1C(=NC2)N=C(N1CC1COCC1)C